N-ethyl-2-(3-(5-(6-methylpyridin-3-yl)-1,3,4-thiadiazol-2-yl)-6-oxopyridazin-1(6H)-yl)acetamide C(C)NC(CN1N=C(C=CC1=O)C=1SC(=NN1)C=1C=NC(=CC1)C)=O